4-(1,5-dimethyl-6-oxo-3-pyridyl)benzoic acid CN1C=C(C=C(C1=O)C)C1=CC=C(C(=O)O)C=C1